8-(4-((2-azaspiro[3.3]heptan-6-yl)oxy)-2-chlorophenyl)-6-(1-methylcyclopropoxy)-9-((4-methylpyridin-2-yl)methyl)-9H-purine C1NCC12CC(C2)OC2=CC(=C(C=C2)C=2N(C1=NC=NC(=C1N2)OC2(CC2)C)CC2=NC=CC(=C2)C)Cl